N6-[(1-aminocyclopropyl)methyl]-1-methyl-N4-[5-(trifluoromethyl)pyrazin-2-yl]pyrazolo[3,4-d]pyrimidine-4,6-diamine NC1(CC1)CNC1=NC(=C2C(=N1)N(N=C2)C)NC2=NC=C(N=C2)C(F)(F)F